ferrocenyl-methyl-dimethyl-ethyl-ammonium bis(trifluoromethanesulfonyl)imide [N-](S(=O)(=O)C(F)(F)F)S(=O)(=O)C(F)(F)F.[C-]1(C=CC=C1)C(C)[N+](C)(C)C.[CH-]1C=CC=C1.[Fe+2]